CCCCCCCCCCCCCC(=O)CC(=O)O The molecule is an oxo-fatty acid comprising palmitic acid having an oxo group at the 3-position; an intermediate in fatty acid biosynthesis. It is a long-chain fatty acid and a 3-oxo fatty acid. It derives from a hexadecanoic acid.